4-(3-Chloroanilino)-2'-[(2R)-3-{[(5R,8R)-5-ethyl-8-fluoro-5,6,7,8-tetrahydroquinolin-4-yl]oxy}-2-methylpropyl]-2',3'-dihydrospiro[cyclohexane-1,1'-indene]-4-carboxylic acid ClC=1C=C(NC2(CCC3(C(CC4=CC=CC=C34)C[C@H](COC3=CC=NC=4[C@@H](CC[C@H](C34)CC)F)C)CC2)C(=O)O)C=CC1